FC1(C(CN(CC1)C1=NC=2CC(CCC2C=C1C(=O)NC1=CC(=NC=C1)S(N)(=O)=O)(C)C)C)F 2-(4,4-difluoro-3-methylpiperidin-1-yl)-7,7-dimethyl-N-(2-sulfamoylpyridin-4-yl)-5,6,7,8-tetrahydroquinoline-3-carboxamide